6-[[2-fluoro-4-(trifluoromethylsulfonimidoyl)phenyl]methyl]-2-azaspiro[3.3]heptane-2-carboxylic acid tert-butyl ester C(C)(C)(C)OC(=O)N1CC2(C1)CC(C2)CC2=C(C=C(C=C2)S(=O)(=N)C(F)(F)F)F